2-hydroxymethyl-4,6-dimethylphenol OCC1=C(C(=CC(=C1)C)C)O